1-bromo-4-[4-(difluoromethyl)phenoxy]benzene BrC1=CC=C(C=C1)OC1=CC=C(C=C1)C(F)F